C(C=C)(=O)N1C[C@@H](N(CC1)C=1C2=C(N(C(N1)=O)C=1C(=NC=CC1C)C(C)C)N=C(C(=C2)C2CC2)C2=CC=C(C=C2)F)C (S)-4-(4-acryloyl-2-methylpiperazin-1-yl)-6-cyclopropyl-7-(4-fluorophenyl)-1-(2-isopropyl-4-methylpyridin-3-yl)pyrido[2,3-d]pyrimidin-2(1H)-one